(R)-3'-((benzo[d]oxazol-2-ylthio)methyl)-6'-hydroxy-2',4',6'-trimethylspiro[cyclopropane-1,5'-inden]-7'(6'H)-one O1C(=NC2=C1C=CC=C2)SCC2=C(C=C1C([C@](C3(C(=C21)C)CC3)(C)O)=O)C